CNS(=O)(=O)C1=CC=C(C=C1)NC1=NC(=CC=C1)C(F)(F)F N-methyl-4-[[6-(trifluoromethyl)-2-pyridyl]amino]benzenesulfonamide